3-piperidinone nitrate [N+](=O)(O)[O-].N1CC(CCC1)=O